tert-Butyl 4-(7-chloro-6-(2-chlorophenyl)quinolin-4-yl)piperazine-1-carboxylate ClC1=C(C=C2C(=CC=NC2=C1)N1CCN(CC1)C(=O)OC(C)(C)C)C1=C(C=CC=C1)Cl